7-chloro-2-methyl-5-(2-methylsulfanylpyrimidin-4-yl)pyrazolo[1,5-a]pyrimidine ClC1=CC(=NC=2N1N=C(C2)C)C2=NC(=NC=C2)SC